3-((2-(1H-indol-3-yl)ethyl)(benzyl)amino)-5-chloro-2-oxoindole-3-carboxylic acid methyl ester COC(=O)C1(C(NC2=CC=C(C=C12)Cl)=O)N(CC1=CC=CC=C1)CCC1=CNC2=CC=CC=C12